O[C@@H]1[C@@H](CN(CC1)C(=O)C1=CC2=C(N(C(=N2)C=2N(C3=CC=CC=C3C2)CC(F)(F)F)C)C(=C1)OC)NC(OC(C)(C)C)=O tert-butyl ((3R,4S)-4-hydroxy-1-(7-methoxy-1-methyl-2-(1-(2,2,2-trifluoroethyl)-1H-indol-2-yl)-1H-benzo[d]imidazole-5-carbonyl)piperidin-3-yl)carbamate